ClC1=CC=C(C=C1)S(=O)(=O)ON=C(C1=CC=CC=C1)C#N α-(p-chlorobenzenesulfonyloxyimino)-benzyl cyanide